C(C1=CC=CC=C1)C=1C=C(CC2=CC=CC=C2CN(C(O)=O)[C@@H](CC(C)C)C(NN(C(C(C)Cl)=O)CCC(=O)N)=O)C=CC1.CN(C(C=C)=O)C1=C(C=CC=C1)C#CC1=CC(=CC=C1)Cl N-methyl-N-(2-((3-chlorophenyl)ethynyl)phenyl)acrylamide meta-monobenzyl-toluenebenzyl-N-[(1S)-1-[[(3-amino-3-oxo-propyl)-(2-chloropropanoyl)amino]carbamoyl]-3-methyl-butyl]carbamate